4-mercapto-2,6-di-tert-butylphenol SC1=CC(=C(C(=C1)C(C)(C)C)O)C(C)(C)C